2-(cyclopropylmethoxy)-N-(2-(4,4-difluorocyclohexyl)-4-(2,5-difluorophenyl)pyridin-3-yl)pyrimidine-5-carboxamide C1(CC1)COC1=NC=C(C=N1)C(=O)NC=1C(=NC=CC1C1=C(C=CC(=C1)F)F)C1CCC(CC1)(F)F